Tert-butyl N-[3-(N-[6-[(tert-butoxycarbonyl)amino]hexyl]2-nitrobenzenesulfonamido)propyl]carbamate C(C)(C)(C)OC(=O)NCCCCCCN(S(=O)(=O)C1=C(C=CC=C1)[N+](=O)[O-])CCCNC(OC(C)(C)C)=O